S1C(=NC2=C1C=CC=C2)NC(=O)C=2C=CC=C1CCN(CC21)C2=CC=C(C(=N2)C(=O)OC(C)(C)C)\C=C\C(=O)OCC (E)-tert-butyl 6-(8-(benzo[d]thiazol-2-ylcarbamoyl)-3,4-dihydroisoquinolin-2(1H)-yl)-3-(3-ethoxy-3-oxoprop-1-en-1-yl)picolinate